NCC1=C(C2CCC1C2)CN bis(aminomethyl)-norbornene